N-[(4-methylthiazol-2-yl)methyl]-1-[5-(trifluoromethyl)-2-pyridyl]methanamine CC=1N=C(SC1)CNCC1=NC=C(C=C1)C(F)(F)F